ClC1=C(C=CC=C1)C1CC(C=2N1N=C(N2)C(=O)C2CC2)F [5-(2-chlorophenyl)-7-fluoro-6,7-dihydro-5H-pyrrolo[1,2-b][1,2,4]triazol-2-yl]-cyclopropyl-methanone